1-acetyl-3-(((2-chlorophenyl)sulfonyl)methyl)-3-methyl-5-phenyl-1,3-dihydro-2H-pyrrole C(C)(=O)N1CC(C=C1C1=CC=CC=C1)(C)CS(=O)(=O)C1=C(C=CC=C1)Cl